C=C1CCN(CC1)CC(F)(F)F 4-methylene-1-(2,2,2-trifluoroethyl)piperidin